BrC1=C(C(=CC=C1)F)C(/C(/C(=O)OCC)=N/NC1=CC(=NC=C1)OC(F)F)=O ethyl (2Z)-3-(2-bromo-6-fluoro-phenyl)-2-[[2-(difluoromethoxy)-4-pyridinyl] hydrazono]-3-oxo-propionate